FN[C@@](CC1=CC=C(C=C1)O)(C(=O)O)C fluoro-α-methyltyrosine